N-[2-[(2R)-1-methylpyrrolidin-2-yl]-1-[[2-(trimethylsilyl)ethoxy]methyl]pyrrolo[3,2-c]pyridin-6-yl]-3-(oxetan-3-yl)imidazo[1,5-a]pyridine-7-carboxamide CN1[C@H](CCC1)C1=CC=2C=NC(=CC2N1COCC[Si](C)(C)C)NC(=O)C1=CC=2N(C=C1)C(=NC2)C2COC2